(1R,2S,5S)-3-(O-tert-butyl-N-(2-chloro-2,2-difluoroacetyl)-L-threonyl)-N-((S)-1-hydroxy-3-((S)-2-oxopyrrolidin-3-yl)propan-2-yl)-6,6-dimethyl-3-azabicyclo[3.1.0]hexane-2-carboxamide C(C)(C)(C)O[C@@H]([C@H](NC(C(F)(F)Cl)=O)C(=O)N1[C@@H]([C@H]2C([C@H]2C1)(C)C)C(=O)N[C@H](CO)C[C@H]1C(NCC1)=O)C